2-bromo-6-fluoro-5-methoxythiazolo[5,4-b]pyridine BrC=1SC2=NC(=C(C=C2N1)F)OC